3,5-dichlorophenyl-2,2,2-trifluoroethan-1-one ClC=1C=C(C=C(C1)Cl)C(C(F)(F)F)=O